CC1(CCN(CC1)C1=NC=2C(=NC=C(N2)SC2=CC(=NC3=CC=CC=C23)C)N1)N 4-methyl-1-(5-((2-methylquinolin-4-yl)thio)-1H-imidazo[4,5-b]pyrazin-2-yl)piperidin-4-amine